C(C)N1C2=CC=C(C=C2C=2C=CC=CC12)C(C1=C(C=C(C=C1)OCOC(OCC)(C)C)C)=O 9-ethyl-6-{2-methyl-4-(2,2-dimethyl-1,3-dioxapent-yl)methoxybenzoyl}-9H-carbazole